(3-bromoanilino)-2'-(3,5-dimethoxyphenyl)spiro[cyclohexane-1,1'-indene]-4-carboxylic acid BrC=1C=C(NC2=C(C3(C4=CC=CC=C24)CCC(CC3)C(=O)O)C3=CC(=CC(=C3)OC)OC)C=CC1